C(C)C(COC(COCC(=O)OCC(CCCC)CC)=O)CCCC.C(CCCCCCC)[N+](C)(CCCCCCCC)CCCCCCCC trioctylmethylammonium bis(2-ethylhexyl)diglycolate